2-(4-isopropyl-5-(8-methoxy-[1,2,4]triazolo[1,5-a]pyridin-6-yl)-1H-pyrazol-3-yl)-5-((1S,4S)-5-isopropyl-2,5-diazabicyclo[2.2.1]hept-2-yl)thiazole C(C)(C)C=1C(=NNC1C=1C=C(C=2N(C1)N=CN2)OC)C=2SC(=CN2)N2[C@@H]1CN([C@H](C2)C1)C(C)C